ClC=1C(=NC(=C(N1)Cl)CC)C(=O)N 3,5-dichloro-6-ethyl-pyrazineformamide